tert-butyl 4-oxo-2-(1-(4-phenylthiophen-2-yl) cyclopropyl)-3,5,7,8-tetrahydropyrido[4,3-d]pyrimidine-6(4H)-carboxylate O=C1C2=C(N=C(N1)C1(CC1)C=1SC=C(C1)C1=CC=CC=C1)CCN(C2)C(=O)OC(C)(C)C